4-([1,4'-bipiperidin]-1'-yl)-3-((4-methoxyphenyl)sulfonyl)-6-nitroquinoline N1(CCCCC1)C1CCN(CC1)C1=C(C=NC2=CC=C(C=C12)[N+](=O)[O-])S(=O)(=O)C1=CC=C(C=C1)OC